N-prop-2-enyl-2H-1,2,4-triazole C(C=C)N1NCN=C1